C(C)(C)(C)OC(=O)N1CC=2C=CC(=NC2CC1CC(C)(C)C)SCC1=CC=CC=C1 2-(Benzylthio)-7-neopentyl-7,8-dihydro-1,6-naphthyridine-6(5H)-carboxylic acid tert-butyl ester